(2R,4R)-4-[(4R)-4-ethyl-2-imino-4-methyl-6-oxo-hexahydropyrimidin-1-yl]-N-[(1R,2R)-2-hydroxyindan-1-yl]-2-methyl-chromane-6-carboxamide C(C)[C@]1(NC(N(C(C1)=O)[C@@H]1C[C@H](OC2=CC=C(C=C12)C(=O)N[C@H]1[C@@H](CC2=CC=CC=C12)O)C)=N)C